C[Si](C)(C)CCOCC=1N=NNC1 trimethylsilylethoxymethyl-1,2,3-triazole